3-[(2,4-dichlorophenoxy)methyl]-1H-1,2,4-triazole-5(4H)-thione ClC1=C(OCC2=NNC(N2)=S)C=CC(=C1)Cl